2-chloro-4-(difluoromethyl)-2'-methyl-1'-(1H-pyrazol-4-ylmethyl)spiro[5H-thieno[2,3-c]pyran-7,4'-piperidin]-4-ol ClC1=CC2=C(S1)C1(CC(N(CC1)CC=1C=NNC1)C)OCC2(O)C(F)F